(R)-N-(3-(1-((2-Amino-5-chloropyridin-3-yl)oxy)ethyl)phenyl)-2,3-dihydrobenzo[b]thiophen-5-carboxamid-1,1-dioxid NC1=NC=C(C=C1O[C@H](C)C=1C=C(C=CC1)NC(=O)C1=CC2=C(S(CC2)(=O)=O)C=C1)Cl